(1H-7-Azabenzotriazol-1-yl-oxy)tris-pyrrolidinophosphonium hexafluorophosphate F[P-](F)(F)(F)(F)F.N1(N=NC2=C1N=CC=C2)O[P+](N2CCCC2)(N2CCCC2)N2CCCC2